6-[5-(6-methyl-2-pyridyl)-1H-pyrazol-4-yl]-1,5-naphthyridine-3-carboxylic acid CC1=CC=CC(=N1)C1=C(C=NN1)C=1N=C2C=C(C=NC2=CC1)C(=O)O